2-aza-bicyclo[2.2.1]heptane C12NCC(CC1)C2